NC1=CC=CC(=N1)S(=O)(=O)NC(=O)C=1C(=NC(=CC1)C1=NC=C(C=C1)C)OC1=C(C=C(C=C1C)C)C N-[(6-Amino-2-pyridyl)sulfonyl]-6-(5-methyl-2-pyridyl)-2-(2,4,6-trimethylphenoxy)pyridin-3-carboxamid